N-(1,1-dimethyl-2-methylsulfanyl-ethyl)-7-fluoro-2-(3-pyridyl)indazole-4-carboxamide CC(CSC)(C)NC(=O)C=1C2=CN(N=C2C(=CC1)F)C=1C=NC=CC1